2,2-difluoroethyl 1,1,1-trifluoromethanesulfonate FC(S(=O)(=O)OCC(F)F)(F)F